CNC(O[C@@H]1CC[C@H](CC1)C(N(C[C@@H]1CC[C@H](CC1)C1=NC(=C(C=C1)OC)C)C1=CC(=CC=C1)C1=CN=C(S1)C(C)C)=O)=O trans-4-((3-(2-Iso-propylthiazol-5-yl)-phenyl)((trans-4-(5-methoxy-6-methyl-pyridin-2-yl)cyclohexyl)methyl)carbamoyl)cyclohexyl methylcarbamate